C(N)(OC12C(C(C1)(C2)N2CCOCC2)C2CN(C2)C2=CC(=C(C(=C2)F)C2C(NC(CC2)=O)=O)F)=O 1-(4-(2,6-dioxopiperidin-3-yl)-3,5-difluorophenyl)azetidin-3-yl(3-morpholinobicyclo[1.1.1]pentan-1-yl) carbamate